C1(CCC1)NC1=NC=CC(=C1)CN1C(N(C(C1(C)C)=O)C1=CC=C(C=C1)SC(F)(F)F)=O 1-((2-(cyclobutylamino)pyridin-4-yl)methyl)-5,5-dimethyl-3-(4-((trifluoromethyl)thio)phenyl)imidazolidine-2,4-dione